C(C1=CC=CC=C1)OC(N(CC1=CC=CC=C1)[C@@H](COCC1=CC=CC=C1)[C@H]1OC(C(CC1)N=[N+]=[N-])=O)=O.N1(CCCC1)CC(=O)NCC=1C=CC=2NC3=CC=C(C=C3OC2C1)C(F)(F)F 2-(Pyrrolidin-1-yl)-N-((7-(trifluoromethyl)-10H-phenoxazin-3-yl)methyl)acetamide benzyl-N-[(1S)-1-[(2S)-5-azido-6-oxo-tetrahydropyran-2-yl]-2-benzyloxy-ethyl]-N-benzyl-carbamate